(R)-3-((1-(4-(2-(2-aminopyridin-3-yl)-5-phenyl-3H-imidazo[4,5-b]pyridin-3-yl)benzyl)piperidin-3-yl)amino)-4-methoxycyclobut-3-ene-1,2-dione NC1=NC=CC=C1C1=NC=2C(=NC(=CC2)C2=CC=CC=C2)N1C1=CC=C(CN2C[C@@H](CCC2)NC=2C(C(C2OC)=O)=O)C=C1